FC(C=1C(=C(C=CC1)[C@@H](C)NC1=CC=NC2=CC=C(C=C12)C1(CCN(CC1)C(C)=O)OC)F)F (R)-1-(4-(4-((1-(3-(difluoromethyl)-2-fluorophenyl)ethyl)amino)quinolin-6-yl)-4-methoxypiperidin-1-yl)ethan-1-one